O=C1C(C(C2=CC=CC=C12)=O)=CC1=CC=C(O1)C=1C=C(C(=O)OC)C=CC1 Methyl 3-[5-[(1,3-dihydro-1,3-dioxo-2H-inden-2-ylidene)methyl]-2-furanyl]benzoate